3,10-bis[N-(9-phenyl-9H-carbazol-3-yl)-N-phenylamino]naphtho[2,3-b:6,7-b']bisbenzofuran C1(=CC=CC=C1)N1C2=CC=CC=C2C=2C=C(C=CC12)N(C1=CC=CC=C1)C1=CC2=C(C3=C(O2)C=C2C=C4C(OC5=C4C=CC(=C5)N(C=5C=CC=4N(C6=CC=CC=C6C4C5)C5=CC=CC=C5)C5=CC=CC=C5)=CC2=C3)C=C1